C(C)(=O)C1=C(C=C(C=C1)Cl)C1=CC(N(C=C1OC)C(C(=O)NC1=CC=C(C(=O)O)C=C1)CC1CCC(CC1)OC)=O 4-(2-(4-(2-acetyl-5-chlorophenyl)-5-methoxy-2-oxopyridin-1(2H)-yl)-3-(4-methoxycyclohexyl)propionylamino)benzoic acid